FC1=CC=C(C=C1)C(CCC(=O)C1(CCC1)C(F)(F)F)=O (4-fluorophenyl)-4-(1-(trifluoromethyl)cyclobutyl)butane-1,4-dione